OC1N(CCNC1)C1=CC=CC=2OC(COC21)C 5-(2-hydroxypiperazin-1-yl)-2-methyl-2,3-dihydro-1,4-benzodioxine